BrC1=C(C=C(C(=C1)OC)OC)S(=O)(=O)Cl 2-bromo-4,5-dimethoxybenzene-1-sulfonyl chloride